C(C)(C)(C)OC(=O)N1CC(C1)OC1=NC(=NC(=C1)NC1CCC(CC1)(F)F)S(=O)(=O)C tert-butyl-3-((6-((4,4-difluorocyclohexyl)amino)-2-(methylsulfonyl)pyrimidin-4-yl)oxy)azetidine-1-carboxylate